N-(2-amino-6-methoxy-phenyl)-2-methyl-4-(4-methylimidazol-1-yl)benzenesulfonamide hydrochloride Cl.NC1=C(C(=CC=C1)OC)NS(=O)(=O)C1=C(C=C(C=C1)N1C=NC(=C1)C)C